5-[1-hydroxy-2-(p-toluylamino)ethyl]-1,3-oxazol-2(3H)-thione OC(CNC1=CC=C(C=C1)C)C1=CNC(O1)=S